10-methoxy-2,11-diazatricyclo[6.3.1.04,12]dodeca-1(12),4,6,8,10-pentaen-3-one COC=1C=C2C=CC=C3C(NC(N1)=C32)=O